1-(piperidin-4-yl)-3-{[4-(propane-2-yloxy)phenyl]methyl}-1-[(2,3,4-trifluorophenyl)methyl]urea N1CCC(CC1)N(C(=O)NCC1=CC=C(C=C1)OC(C)C)CC1=C(C(=C(C=C1)F)F)F